FC(OC=1C=C(C=CC1)CNC(=O)C=1N=NN(C1)CCCCN1N=NC(=C1)C(=O)NCC1=CC(=NC=C1)C(F)(F)F)(F)F 1-{4-[4-({[3-(trifluoromethoxy)phenyl]methyl}carbamoyl)-1H-1,2,3-triazol-1-yl]butyl}-N-{[2-(trifluoromethyl)pyridin-4-yl]methyl}-1H-1,2,3-triazole-4-carboxamide